C1(CC1)C=1N=NN(C1)[C@H](C(=O)N1[C@@H](C[C@H](C1)O)C(=O)NCCC1=CC=NO1)C(C)(C)C (2S,4r)-1-[(2S)-2-(4-cyclopropyl-triazol-1-yl)-3,3-dimethyl-butyryl]-4-hydroxy-N-(2-isoxazol-5-ylethyl)pyrrolidine-2-carboxamide